C(C)(C)(C)OC(=O)N1CC(C2(CC2)CC1)C1=CC=[N+](C=C1)[O-] 4-(6-(tert-butoxycarbonyl)-6-azaspiro[2.5]octan-4-yl)pyridine 1-oxide